2-[(6-chloro-2-methyl-1,3-benzoxazol-5-yl)methyl]-4,4-dimethyl-isoxazolidine-3,5-dione ClC1=CC2=C(N=C(O2)C)C=C1CN1OC(C(C1=O)(C)C)=O